CC12C(N(C=3C(=NC(=NC13)C1=CC=C(C=C1)NC(=O)NCC)N1CCOCC1)C)OCC2 1-[4-(3a,8-dimethyl-7-morpholin-4-yl-3,3a,8,8a-tetrahydro-2h-1-oxa-4,6,8-triaza-cyclopenta[a]inden-5-yl)-phenyl]-3-ethyl-urea